ClC1=CC=C(C=C1)N(C(=O)C1=C(N=C(S1)C1=CC=C(C=C1)C)C)C N-(4-chlorophenyl)-N,4-dimethyl-2-(p-tolyl)thiazole-5-carboxamide